BrC=1C=C(C=CC1)NC(=O)C=1SC=CC1 N-(3-bromophenyl)thiophene-2-carboxamide